4-fluoro-N-{phenyl[4-(propan-2-yl)phenyl]methyl}-1-[2-(pyridin-2-yl)propanoyl]pyrrolidine-2-carboxamide FC1CC(N(C1)C(C(C)C1=NC=CC=C1)=O)C(=O)NC(C1=CC=C(C=C1)C(C)C)C1=CC=CC=C1